1-([1,1'-biphenyl]-3-yl)naphthalene C1(=CC(=CC=C1)C1=CC=CC2=CC=CC=C12)C1=CC=CC=C1